CN1CCN(CCC1)C1=CC(=C(C=C1)C(F)(F)F)CN1CCN(CC1)C(C1=NC=CC=C1)C1=CC=CC=C1 1-methyl-4-(3-((4-(phenyl(pyridin-2-yl)methyl)piperazin-1-yl)methyl)-4-(trifluoromethyl)phenyl)-1,4-diazepane